C1(=CC=CC=C1)N1N=C(C(=C1C1=CC=CC=C1)N1N=CC=C1)C1=CC=CC=C1 2-(1,3,5-triphenylpyrazol-4-yl)pyrazol